3-{[(3R)-1-[5-(difluoromethyl)-1,3,4-oxadiazol-2-yl]pyrrolidin-3-yl]oxy}-N-methyl-1-phenyl-1H-thieno[2,3-c]pyrazole-5-carboxamide FC(C1=NN=C(O1)N1C[C@@H](CC1)OC=1C2=C(N(N1)C1=CC=CC=C1)SC(=C2)C(=O)NC)F